5-(2,1,3-Benzothiadiazole-5-sulfonyl)-N-[(3-methoxyphenyl)methyl]-1H,2H,3H,4H,5H,6H-pyrrolo-[3,4-c]pyrrole-2-carboxamide N=1SN=C2C1C=CC(=C2)S(=O)(=O)N2CC1=C(C2)CN(C1)C(=O)NCC1=CC(=CC=C1)OC